2,2-diphenyl-ethanesulfonyl chloride C1(=CC=CC=C1)C(CS(=O)(=O)Cl)C1=CC=CC=C1